3-(6-Chloro-3-((1-(3-isopropyl-4,7-dimethyl-5-oxo-4,5-dihydro-3H-pyrazolo[3,4-c]isoquinolin-9-yl)ethyl)amino)pyridin-2-yl)-1,2,4-oxadiazol-5(4H)-one ClC1=CC=C(C(=N1)C1=NOC(N1)=O)NC(C)C=1C=2C3=C(N(C(C2C=C(C1)C)=O)C)N(N=C3)C(C)C